FC=1C=C(C=CC1F)C1CN(CCO1)C(=O)NCC(CO)CC1=COC=C1 2-(3,4-difluorophenyl)-N-[2-(3-furylmethyl)-3-hydroxy-propyl]morpholine-4-carboxamide